C(C)OC1=CC=C(C=C1)C(\C=C\C1=CC(=C(C=C1)O)[N+](=O)[O-])=O (E)-1-(4-Ethoxyphenyl)-3-(4-hydroxy-3-nitrophenyl)prop-2-en-1-one